4-[1-(Benzenesulfonyl)indol-3-yl]-5-chloro-N-[2-methoxy-4-(1-methyl-3,6-dihydro-2H-pyridin-4-yl)-5-nitrophenyl]pyrimidin-2-amine C1(=CC=CC=C1)S(=O)(=O)N1C=C(C2=CC=CC=C12)C1=NC(=NC=C1Cl)NC1=C(C=C(C(=C1)[N+](=O)[O-])C=1CCN(CC1)C)OC